C(C=C)(=O)OCCC(C(C(C(F)(F)F)(F)F)(F)F)(F)F 3,3,4,4,5,5,6,6,6-nonafluorohexyl acrylate